N-methyl-pyridoxal CN1C(C)C(O)=C(C=O)C(CO)=C1